C(C)C1=C(C=NC=C1)C1CN(C1)C(=O)[C@@H]1CC[C@H]2N1C([C@H](CCC2)NC(=O)C=2N=C1N(C=C(C=C1)CP(O)(O)=O)C2)=O ((2-(((3S,6S,9aS)-3-(3-(4-ethylpyridin-3-yl)azetidine-1-carbonyl)-5-oxooctahydro-1H-pyrrolo[1,2-a]azepin-6-yl)carbamoyl)imidazo[1,2-a]pyridin-6-yl)methyl)phosphonic acid